5-triazolyl benzoate C(C1=CC=CC=C1)(=O)OC1=CN=NN1